C1(=CC=CC=C1)C1OCC(CO1)(O)O 2-phenyl-1,3-dioxane-5,5-diol